BrC1=C(C=CC=C1)C(CCCCC(=O)OC)C methyl 6-(2-bromophenyl)heptanoate